N1CCC(CC1)C1=CC=C(NC2C(NC(CC2)=O)=O)C=C1 3-[4-(4-piperidyl)anilino]piperidine-2,6-dione